N-(6-(N-(4-(3-chloro-4-fluorophenyl)-5-cyanothiazol-2-yl)sulfamoyl)-5-methylpyridin-3-yl)acetamide ClC=1C=C(C=CC1F)C=1N=C(SC1C#N)NS(=O)(=O)C1=C(C=C(C=N1)NC(C)=O)C